OC=1C=C2C(=NC=NC2=CC1)N1CCN(CC1)CCP(O)(O)=O (2-(4-(6-hydroxyquinazolin-4-yl)piperazin-1-yl)ethyl)phosphonic acid